ClC[S+](=O)(C)C chlorotrimethylsulfoxonium